BrC=1N=C2N(COC3=C2C=NC=C3)C1C1=CC=CC=C1 2-Bromo-3-phenyl-5H-imidazo[1,2-c]pyrido[3,4-e][1,3]oxazine